Cl.CC1=C(SC=C1)[C@@]12[C@@H](OCCN1)CCCC2 (4aR,8aS)-4a-(3-methyl-2-thiophenyl)octahydro-2H-benzo[b][1,4]oxazine hydrochloride